C(C)(=O)N[C@H]1CCC2=C(C3=CC=C(C(C=C13)=O)C(=O)NC=1C=NC=CC1)C(=C(C(=C2)OC)OC)OC (S)-7-acetamido-1,2,3-trimethoxy-9-oxo-N-(pyridin-3-yl)-5,6,7,9-tetrahydrobenzo[a]heptalen-10-carboxamide